1-Butyl-2,3,5-trimethylpyrazolinium bis(trifluoromethanesulfonyl)imide [N-](S(=O)(=O)C(F)(F)F)S(=O)(=O)C(F)(F)F.C(CCC)[NH+]1N(C(=CC1C)C)C